butyl-diethanolamine C(CCC)N(CCO)CCO